N-((3S,4R)-3-fluoro-1-methylpiperidin-4-yl)-4-({5-chloro-2-[(2-methyl-1-oxoisoindol-5-yl)amino]pyrimidin-4-yl}amino)cyclohexane-1-carboxamide diethyl-2,2-diisopropylsuccinate C(C)OC(C(CC(=O)OCC)(C(C)C)C(C)C)=O.F[C@H]1CN(CC[C@H]1NC(=O)C1CCC(CC1)NC1=NC(=NC=C1Cl)NC=1C=C2CN(C(C2=CC1)=O)C)C